tert-butyl (2R,3S)-4-(4-(benzylthio)phenylamino)-3-hydroxy-1-phenylbutan-2-ylcarbamate C(C1=CC=CC=C1)SC1=CC=C(C=C1)NC[C@@H]([C@@H](CC1=CC=CC=C1)NC(OC(C)(C)C)=O)O